2-chloro-4-{[3-(8-{[(3S,4R)-3-fluoro-1-methylpiperidin-4-yl]amino}-3-(2,2,2-trifluoroethyl)imidazo[1,2-a]pyridin-2-yl)prop-2-yn-1-yl]amino}-5-methoxy-N-methylbenzamide ClC1=C(C(=O)NC)C=C(C(=C1)NCC#CC=1N=C2N(C=CC=C2N[C@H]2[C@H](CN(CC2)C)F)C1CC(F)(F)F)OC